omega-N-monomethylarginine CN=C(N)NCCC[C@@H](C(=O)O)N